C(=O)O.C(#N)COC1=C(C(=C(C=C1)C1=CN=C2N1C=CN=C2NC2=CC(=C(C(=O)NCCNC([C@H](CCN)N)=O)C=C2)CC)F)F 4-[[3-[4-(cyanomethoxy)-2,3-difluorophenyl]imidazo[1,2-a]pyrazin-8-yl]amino]-N-[2-[[(2S)-2,4-diaminobutanoyl]amino]ethyl]-2-ethyl-benzamide formate